2-[13F]-fluoro-2-deoxy-D-glucose [13F][C@@H](C=O)[C@@H](O)[C@H](O)[C@H](O)CO